9-(1-cyclopropyl-3-((3-(3-(trifluoromethoxy)phenyl)isoxazol-5-yl)methyl)ureido)-N-methyl-3-oxo-2,7-diazaspiro[4.5]decane C1(CC1)N(C(=O)NCC1=CC(=NO1)C1=CC(=CC=C1)OC(F)(F)F)C1CN(CC2(CC(NC2)=O)C1)C